OCCN1C(NC2=C1C=CC(=C2)C=O)=O 1-(2-hydroxyethyl)-2-oxo-2,3-dihydro-1H-benzo[d]Imidazole-5-carbaldehyde